5-chloro-4-(6,8-dihydro-5H-imidazo[1,5-a]pyrazin-7-yl)-2-(2-fluoro-4-pyridinyl)-1H-pyrimidin-6-one ClC1=C(N=C(NC1=O)C1=CC(=NC=C1)F)N1CC=2N(CC1)C=NC2